6-trifluoromethyl-3-aminomethyl-picolinamide FC(C1=CC=C(C(=N1)C(=O)N)CN)(F)F